C(C)(C)(C)OC(=O)N1CCC(=CC1)C=1C(=NC(=CC1)C(=O)O)F 1'-(tert-butoxycarbonyl)-2-fluoro-1',2',3',6'-tetrahydro-[3,4'-bipyridine]-6-Carboxylic acid